tert-Butyl 5,6,9,10-tetrahydro-4H-isoxazolo[5'',4'':3',4']cyclohepta[1',2':3,4]-pyrazolo[1,5-a]pyrazine-11(12H)-carboxylate O1N=CC2=C1C=1C(=NN3C1CN(CC3)C(=O)OC(C)(C)C)CCC2